NC(CNC(=O)NC1=NC=2N(C=C1)N=C(C2C2=CC(=NC(=C2)C)Cl)C2=CC(=CC=C2)C#N)(C)C 1-(2-amino-2-methyl-propyl)-3-[3-(2-chloro-6-methyl-4-pyridinyl)-2-(3-cyanophenyl)pyrazolo[1,5-a]pyrimidin-5-yl]urea